C(C)N(C1=CC2=C(C=C1)C1(OC(C3=CC=CC=C13)=O)C1=C(N(N=C1C)C)O2)CC 7-(diethyl-amino)-3-methyl-1-methyl-spiro((1)benzopyrano(2,3-c)pyrazole-4(1H),1'(3'H)-isobenzofuran)-3'-one